C(=O)(O)C1=C(C(=C(C(=C1F)F)C(=O)O)F)F 1,4-dicarboxyl-tetrafluorobenzene